N(C(=N)N)C1=NN(C(=N1)CC)CC1=CC=C(C=C1)C=C 3-guanidino-5-ethyl-1-(4-vinylbenzyl)-1H-1,2,4-triazole